4-(thien-2-ylmethyl)thiomorpholine S1C(=CC=C1)CN1CCSCC1